5-chloro-1-{1-[3-(2-oxo-2,3-dihydro-1H-1,3-benzodiazol-1-yl)propyl]piperidin-4-yl}-2,3-dihydro-1H-1,3-benzodiazol-2-one ClC1=CC2=C(N(C(N2)=O)C2CCN(CC2)CCCN2C(NC3=C2C=CC=C3)=O)C=C1